(S)-quinuclidin-3-yl ((R)-7-fluoro-2,2-dimethyl-6-(3-propoxyphenyl)-1,2,3,4-tetrahydronaphthalen-1-yl)carbamate FC1=C(C=C2CCC([C@H](C2=C1)NC(O[C@@H]1CN2CCC1CC2)=O)(C)C)C2=CC(=CC=C2)OCCC